Cl[Ir](C1(C(=C(C(=C1C)C)C)C)C)Cl dichloro-pentamethyl-cyclopentadienyl-iridium